phenyldibenzophenyl(dimethylindenopyridineyl)(phenylbenzoselenophenyl)triazine C1(=CC=CC=C1)C1=CC=CC=2C=C(C3=C(C21)C=CC=C3)C3=C(C(=NN=N3)C=3[Se]C2=C(C3C3=CC=CC=C3)C=CC=C2)C2=NC3=C(C(=C2C)C)C=2C=CC=CC2C3